tert-Butyl 3-(5-(morpholine-4-carbonyl)-7-(thiazol-2-yl)benzo[d]oxazol-2-yl)-3,8-diazabicyclo[3.2.1]octane-8-carboxylate N1(CCOCC1)C(=O)C=1C=C(C2=C(N=C(O2)N2CC3CCC(C2)N3C(=O)OC(C)(C)C)C1)C=1SC=CN1